1,2,3,4,7,8,9,10-octahydro-11H-pyrido[4',3':3,4]pyrazolo[1,5-a][1,4]diazepine-11-thione hydrochloride Cl.C1NCCC2=NN3C(C(NCCC3)=S)=C21